C(C)(=O)NC=1N=C2N(N=C(C=C2)C=2C=C(C(=NC2)OC)C(=O)NCC2=CC(=CC=C2)OC(F)(F)F)C1 5-{2-acetamidoimidazo[1,2-b]pyridazin-6-yl}-2-methoxy-N-{[3-(trifluoromethoxy)phenyl]methyl}pyridine-3-carboxamide